SC1=CC(=NC=C1)CC 4-Mercapto-Ethyl-Pyridin